(R)-3-((cyclobutylmethyl)amino)piperidin C1(CCC1)CN[C@H]1CNCCC1